3-[cyclobutylmethyl-(methyl)amino]propane-1-thiol C1(CCC1)CN(CCCS)C